N1[C@@H](CCCC1)[C@H](O)C1=CC(=NC2=C(C=CC=C12)C(F)(F)F)C(F)(F)F |r| (R*,S*)-(±)-alpha-2-piperidinyl-2,8-bis(trifluoromethyl)-4-quinolinemethanol